CC1CN2C(O1)=C(C=N2)S(=O)(N)=NC(NC2=C1C(=CC=3CCCC23)C[C@@H]1C)=O 2-methyl-N'-(((S)-2-methyl-2,4,5,6-tetrahydro-1H-cyclobuta[f]inden-3-yl)carbamoyl)-2,3-dihydropyrazolo[5,1-b]oxazole-7-sulfonimidamide